BrC(C(=O)NC1=NC=C(C=C1)OC(C)C1CC1)C 2-bromo-N-(5-(1-cyclopropylethoxy)pyridin-2-yl)propanamide